Cyclopentyl (1R,3S)-3-(2,2-dichlorovinyl)-2,2-dimethylcyclopropane-1-carboxylate ClC(=C[C@H]1C([C@@H]1C(=O)OC1CCCC1)(C)C)Cl